2,3-dimethyl-5-(5-(trifluoromethyl)-4H-1,2,4-triazol-3-yl)pyridine CC1=NC=C(C=C1C)C1=NN=C(N1)C(F)(F)F